3-(1-methyl-2-oxo-1,2-dihydropyridin-4-yl)-7-[(1S)-1-[(2r,4r)-2-(aminomethyl)-6-oxo-5-oxa-7-azaspiro[3.4]oct-7-yl]ethyl]-1H-indole-2-carboxylic acid CN1C(C=C(C=C1)C1=C(NC2=C(C=CC=C12)[C@H](C)N1C(OC2(CC(C2)CN)C1)=O)C(=O)O)=O